C(C)OC(C(=C)COC1(COC1)C)=O (((3-methyloxetan-3-yl)oxy)methyl)acrylic acid ethyl ester